4-((2-(4-Methoxyphenyl)imidazo[1,2-a]pyridin-3-yl)methyl)-N,N-dimethylaniline COC1=CC=C(C=C1)C=1N=C2N(C=CC=C2)C1CC1=CC=C(N(C)C)C=C1